tert-butyl ((S)-2-hydroxy-3-(3-(methylsulfonyl)phenoxy)propyl)(8-((4'-((methylamino)methyl)-[1,1'-biphenyl]-3-yl)sulfonyl)-1-oxa-8-azaspiro[4.5]decan-3-yl)carbamate O[C@@H](CN(C(OC(C)(C)C)=O)C1COC2(C1)CCN(CC2)S(=O)(=O)C=2C=C(C=CC2)C2=CC=C(C=C2)CNC)COC2=CC(=CC=C2)S(=O)(=O)C